N-(4-(N-(4-fluorobenzyl)-N-(2-methylbenzyl)sulfamoyl)phenyl)-2-(pyridin-4-yl)cyclopropane-1-carboxamide FC1=CC=C(CN(S(=O)(=O)C2=CC=C(C=C2)NC(=O)C2C(C2)C2=CC=NC=C2)CC2=C(C=CC=C2)C)C=C1